COC(=O)C=1C=C(C2=C(CCO2)C1C=C)NC(C1=C(C=CC=C1)OC(F)(F)F)=O 7-(2-(trifluoromethoxy)benzamido)-4-vinyl-2,3-dihydrobenzofuran-5-carboxylic acid methyl ester